N-(6-methoxy-5-methyl-pyridazin-3-yl)-5-[2-methyl-4-[[(2R)-1-methylazetidin-2-yl]methoxy]pyrazol-3-yl]pyrazolo[1,5-a]pyridin-2-amine COC1=C(C=C(N=N1)NC1=NN2C(C=C(C=C2)C=2N(N=CC2OC[C@@H]2N(CC2)C)C)=C1)C